C(CCC\C=C/CC)OC(CCC(=O)OCCCCCCN(CC(CCCCCC(=O)[O-])O)CCCCO)OCCCC\C=C/CC 8-((6-((4,4-bis(((Z)-oct-5-en-1-yl) oxy) butanoyl) oxy) hexyl) (4-hydroxybutyl) amino)-7-hydroxyoctanoate